tert-butyl (1R,2R,3R,5S)-2-fluoro-3-hydroxy-9-azabicyclo[3.3.1]nonane-9-carboxylate F[C@@H]1[C@H]2CCC[C@@H](C[C@H]1O)N2C(=O)OC(C)(C)C